4-(4-{2-[5-chloro-1-(2-hydroxyethyl)-2-oxo-1,2-dihydrospiro[indole-3,4'-piperidin]-1'-yl]ethoxy}-2-(trifluoromethyl)benzoyl)-1λ6-thiomorpholine-1,1-dione ClC=1C=C2C(=CC1)N(C(C21CCN(CC1)CCOC1=CC(=C(C(=O)N2CCS(CC2)(=O)=O)C=C1)C(F)(F)F)=O)CCO